butyl(2-methyl-2-((4-((((4-nitrophenoxy)carbonyl)oxy)methyl)phenyl)disulfanyl)propyl)carbamate C(CCC)OC(NCC(C)(SSC1=CC=C(C=C1)COC(=O)OC1=CC=C(C=C1)[N+](=O)[O-])C)=O